tert-butyl ((5-bromopyrimidin-2-yl)methyl)carbamate BrC=1C=NC(=NC1)CNC(OC(C)(C)C)=O